OC1(CCC(CC1)OC=1C(=CC(=NC1)C)C1=CC=2N(C=C1)N=C(C2)NC(=O)C2CC2)C trans-N-(5-(5-(((1r,4r)-4-hydroxy-4-methylcyclohexyl)oxy)-2-methylpyridin-4-yl)pyrazolo[1,5-a]pyridin-2-yl)cyclopropanecarboxamide